CC1=NC=CC=C1 (e)-2-methylpyridine